tert-butyl 4-(4-bromophenoxy)-2,2-dimethylpiperidine-1-carboxylate BrC1=CC=C(OC2CC(N(CC2)C(=O)OC(C)(C)C)(C)C)C=C1